(4-(4-methoxyphenyl)-[1,2,3]triazolo[1,5-a]quinoxalin-3-yl)methanone COC1=CC=C(C=C1)C=1C=2N(C3=CC=CC=C3N1)N=NC2C=O